Cl.NC(C(=O)NC=1C=NC(=CC1)C=1C(=NN(C1CC)COCC[Si](C)(C)C)C)=C(C1CC1)C1CC1 (2S)-2-amino-3,3-dicyclopropyl-N-[6-[5-ethyl-3-methyl-1-(2-trimethylsilylethoxymethyl)pyrazol-4-yl]-3-pyridyl]propenamide hydrochloride